O1C=CC2=C1C=CC(=C2)C2=CN=C1N2N=C(C=C1)NC1CCC(CC1)C(C)(C)O 2-[4-[[3-(benzofuran-5-yl)imidazo[1,2-b]pyridazin-6-yl]amino]cyclohexyl]propan-2-ol